I.C(CCCCCCC)N n-octylamine hydriodide